C(C1=CC=CC=C1)OC1(CC1)C(=O)N 1-(benzyloxy)cyclopropane-1-carboxamide